[Ir+3].C1(=CC=CC=C1)P(C1=CC=CC=C1)(C1=CC=CC=C1)=[N+]=P(C1=CC=CC=C1)(C1=CC=CC=C1)C1=CC=CC=C1 bis(triphenylphosphoranylidene)ammonium iridium